4-ethoxy-N-(8-methoxy-2-methylimidazo[1,2-a]pyridin-6-yl)-2-(3-(methylamino)pyrrolidin-1-yl)pyrimidine-5-carboxamide formate salt C(=O)O.C(C)OC1=NC(=NC=C1C(=O)NC=1C=C(C=2N(C1)C=C(N2)C)OC)N2CC(CC2)NC